6-(6-(4-(1-acryloyl-3-fluoroazetidine-3-carbonyl)piperazin-1-yl)-4-methylpyridin-3-yl)-4-methoxypyrazolo[1,5-a]pyridine-3-carbonitrile C(C=C)(=O)N1CC(C1)(C(=O)N1CCN(CC1)C1=CC(=C(C=N1)C=1C=C(C=2N(C1)N=CC2C#N)OC)C)F